C(#N)C1(CCN(CC1)C(=O)OC(C)(C)C)C1=C(C=CC=C1F)F tert-butyl 4-cyano-4-(2,6-difluorophenyl)piperidine-1-carboxylate